benzyl (S)-(2,5-dioxotetrahydrofuran-3-yl)carbamate O=C1OC(C[C@@H]1NC(OCC1=CC=CC=C1)=O)=O